C(#N)C=1N(C2=CC=C(C(=C2C1)C)CN1CCC2(CN(C2)C2=NC=NC3=CC=C(C=C23)CC(F)(F)F)CC1)CC12CC(C1)(C2)NC(C)=O N-[3-[[2-cyano-4-methyl-5-[[2-[6-(2,2,2-trifluoroethyl)quinazolin-4-yl]-2,7-diazaspiro[3.5]nonan-7-yl]methyl]indol-1-yl]methyl]-1-bicyclo[1.1.1]pentanyl]acetamide